ClC1=NC(=CC=N1)N1N=CC(=C1)F Chloro-6-(4-fluoro-1H-pyrazol-1-yl)pyrimidine